2-{3-[3-(cyclopentylamino)pyrrolidin-1-yl]-1,2,4-triazin-6-yl}-5-(1H-pyrazol-4-yl)phenol C1(CCCC1)NC1CN(CC1)C=1N=NC(=CN1)C1=C(C=C(C=C1)C=1C=NNC1)O